C(C=C)[Si](CC=C)(CC=C)CC=C TETRAALLYLSILANE